BrC=1C=C(C=CC1Cl)NC(=O)C1[C@@H]2CC=3C(=CNC(C3)=O)[C@@H]1CC2 (6S,9R)-N-(3-bromo-4-chlorophenyl)-3-oxo-3,5,6,7,8,9-hexahydro-2H-6,9-methano-cyclohepta[c]pyridine-10-carboxamide